CC1=CC(=NN1)NC1=CC(=CC(=N1)C=1C=C(C=CC1)C(C(=O)N)=C)CN1CCOCC1 (3-(6-((5-methyl-1H-pyrazol-3-yl)amino)-4-(morpholinomethyl)pyridin-2-yl)phenyl)acrylamide